Methyl (2R)-1-(2-{cyclooctyl[(3-methylisoxazole-4-carbonyl)amino]methyl}-4-fluoro-1H-benzimidazol-5-yl)pyrrolidine-2-carboxylate C1(CCCCCCC1)C(C1=NC2=C(N1)C=CC(=C2F)N2[C@H](CCC2)C(=O)OC)NC(=O)C=2C(=NOC2)C